C(C)(C)(C)OC(=O)N1CC(N(CC1)C=1C2=C(N=CN1)N(C=C2N(C)C2CC2)C2=CC(=CC=C2)Cl)C 4-(7-(3-chlorophenyl)-5-(cyclopropyl-(methyl)amino)-7H-pyrrolo[2,3-d]pyrimidin-4-yl)-3-methylpiperazine-1-carboxylic acid tert-butyl ester